cyclohexane-1,2-dicarboxylic acid dinonyl ester C(CCCCCCCC)OC(=O)C1C(CCCC1)C(=O)OCCCCCCCCC